2-[3-[1,3-Benzodioxol-5-yl(methyl)carbamoyl]phenyl]-5-methylpyrazol O1COC2=C1C=CC(=C2)N(C(=O)C=2C=C(C=CC2)N2N=C(C=C2)C)C